C(C=C)C(C(=O)[O-])(C(=O)[O-])CCCC allyl-n-butyl-malonate